1-(bromomethyl)-2-(difluoromethyl)-4-nitrobenzene BrCC1=C(C=C(C=C1)[N+](=O)[O-])C(F)F